C(C1=CC=BC=C1)N1C=NC2=C1C=C(C=C2)C(=O)O 1-(4-borabenzyl)-1H-benzo[d]imidazole-6-carboxylic acid